(S)-6-((4-((2-hydroxy-1-phenylethyl)amino)-5-(5-(pyridin-2-yl)-1,3,4-oxadiazol-2-yl)pyridin-2-yl)amino)-1-methyl-1,2-dihydro-3H-indazol-3-one OC[C@H](C1=CC=CC=C1)NC1=CC(=NC=C1C=1OC(=NN1)C1=NC=CC=C1)NC1=CC=C2C(NN(C2=C1)C)=O